1-methyl-6-oxo-1,6-dihydropyridine-3-sulfonic acid CN1C=C(C=CC1=O)S(=O)(=O)O